3-chloro-2-(chloromethyl)naphthalene ClC=1C(=CC2=CC=CC=C2C1)CCl